ClC1=CC(=NN1C)[C@@H]1[C@H](C(N(C1)C)=O)C(=O)NC1=C(C=CC=C1)CC (3S,4R)-4-(5-chloro-1-methyl-pyrazol-3-yl)-N-(2-ethylphenyl)-1-methyl-2-oxo-pyrrolidine-3-carboxamide